tert-butyl 6-(6-(5-((2,6-difluorophenyl)sulfonamido)-6-methoxypyridin-3-yl)quinazolin-4-yl)-2,6-diazaspiro[3.4]octane-2-carboxylate FC1=C(C(=CC=C1)F)S(=O)(=O)NC=1C=C(C=NC1OC)C=1C=C2C(=NC=NC2=CC1)N1CC2(CN(C2)C(=O)OC(C)(C)C)CC1